5'H-Dispiro[cyclopropane-1,4'-thieno[2,3-c]pyran-7',3''-pyrrolidine] N1CC2(CC1)OCC1(C3=C2SC=C3)CC1